C(C)C=1C=C2C=CN=CC2=C(C1)F 6-ethyl-8-fluoroisoquinoline